C([C@@H](C(=O)[O-])N)SSC[C@@H](C(=O)[O-])N.[Cd+2] cadmium cystinate